C12CN(CC(N1)C2)C=2C=C1CN(C(C1=CC2)=O)N2C(NC(CC2)=O)=O 1-(5-(3,6-diazabicyclo[3.1.1]heptane-3-yl)-1-oxoisoindolin-2-yl)dihydropyrimidine-2,4(1H,3H)-dione